3-(5-(((1S,2R)-2-(3-hydroxy-3-methylazetidin-1-yl)cyclopentyl)oxy)-1-oxoisoindolin-2-yl)piperidine-2,6-dione OC1(CN(C1)[C@H]1[C@H](CCC1)OC=1C=C2CN(C(C2=CC1)=O)C1C(NC(CC1)=O)=O)C